benzo[d][1,3]oxaphosphole O1C=PC2=C1C=CC=C2